tert-butyl (4-(bis(methyl-d3)amino)cyclohexyl)carbamate C([2H])([2H])([2H])N(C1CCC(CC1)NC(OC(C)(C)C)=O)C([2H])([2H])[2H]